N[C@@H](C(=O)N[C@@H](C(=O)OC)C)CC(=O)N methyl (2R)-2-[[(2R)-2,4-diamino-4-oxo-butanoyl]amino]propanoate